FC1([C@]2(CCO2)CCN(C1)C1=NC=CC(=N1)N)F (R)-2-(5,5-difluoro-1-oxa-7-azaspiro[3.5]Non-7-yl)pyrimidin-4-amine